C(CCCCCCCCCCCCCCCCCCCCCCC)NC(C(=C)C)=O N-lignoceryl-methacrylamide